C1(CCC(CC1)Cl)Cl L-1,4-cyclohexanediyl chloride